5-(azetidin-3-ylamino)-N-((R)-1-(3-(5-((((1R,3R)-3-hydroxycyclopentyl)amino)methyl)thiophen-2-yl)phenyl)ethyl)-2-methylbenzamide N1CC(C1)NC=1C=CC(=C(C(=O)N[C@H](C)C2=CC(=CC=C2)C=2SC(=CC2)CN[C@H]2C[C@@H](CC2)O)C1)C